NC=1C=2N(C=CN1)C(=NC2C2=CC=C(C(=O)NC1=NC=CC(=C1)CCC)C=C2)[C@H]2N(CCC2)C(\C=C\COC)=O (S,E)-4-(8-Amino-3-(1-(4-methoxybut-2-enoyl)pyrrolidin-2-yl)imidazo[1,5-a]pyrazin-1-yl)-N-(4-propylpyridin-2-yl)benzamide